BrCC1=C(C(=C(C(=C1OC)CBr)OC)CBr)OC 1,3,5-tribromomethyl-2,4,6-trimethoxybenzene